tert-butyl (2-chloro-4-formylthiophen-3-yl)carbamate ClC=1SC=C(C1NC(OC(C)(C)C)=O)C=O